2,6-di-tert-butyl-4-methyl-pyrylium trifluoromethanesulfonate FC(S(=O)(=O)[O-])(F)F.C(C)(C)(C)C1=[O+]C(=CC(=C1)C)C(C)(C)C